C1=CC=CC=2C3=CC=CC=C3C(C12)COC(=O)N[C@@H](CC(=O)OC(C)(C)C)C(=O)NCCC1=NC(=NO1)OC tert-butyl (S)-3-((((9H-fluoren-9-yl) methoxy) carbonyl) amino)-4-((2-(3-methoxy-1,2,4-oxadiazol-5-yl) ethyl) amino)-4-oxobutanoate